nonyl 8-((6-((4,4-bis(hex-2-yn-1-yloxy)butanoyl)oxy)hexyl)(2-hydroxyethyl)amino)octanoate C(C#CCCC)OC(CCC(=O)OCCCCCCN(CCCCCCCC(=O)OCCCCCCCCC)CCO)OCC#CCCC